[Cl-].[Cl-].CC1(C=C(C=C1)C(C)(C)C)[Zr+2]C1=C(C=CC=2C3=CC=C(C=C3CC12)C(C)(C)C)C(C)(C)C 1-methyl-3-t-butyl-cyclopentadienyl(2,7-di-t-butyl-fluorenyl)zirconium dichloride